(2-iodoethynyl)-tert-butyl-dimethylsilane IC#C[Si](C)(C)C(C)(C)C